9-hexyl-9-borabicyclo(3.3.1)-nonane C(CCCCC)B1C2CCCC1CCC2